1,2-dinonylsn-glycero-3-phosphocholine C(CCCCCCCC)OC[C@@H](OCCCCCCCCC)COP(=O)([O-])OCC[N+](C)(C)C